FC=1C(=C(C=CC1)NC1=C(NC2=C1C(NCC2)=O)C2=C(C=NC=C2)OC[C@H]2NCCC2)C 3-[(3-fluoro-2-methylphenyl)amino]-2-[3-[(2S)-pyrrolidin-2-ylmethoxy]pyridin-4-yl]-1H,5H,6H,7H-pyrrolo[3,2-c]pyridin-4-one